FC=1C(=C(C=C(C1)CC1=CN=C(O1)C)[C@@H](C(=O)O)N1C[C@@H](CC1)OCCCCCC1=NC=2NCCCC2C=C1)OC (S)-2-(3-fluoro-2-methoxy-5-((2-methyloxazol-5-yl)methyl)phenyl)-2-((R)-3-((5-(5,6,7,8-tetrahydro-1,8-naphthyridin-2-yl)pentyl)oxy)pyrrolidin-1-yl)acetic acid